ClCN/1C=C(C(=C\C1=N/C(=O)C1CC1)NC1=C(C(=CC=C1)C=1N=NN(N1)C)OC)C(=O)NC (E)-1-(chloromethyl)-6-((cyclopropanecarbonyl)imino)-4-((2-methoxy-3-(2-methyl-2H-tetrazol-5-yl)phenyl)amino)-N-methyl-1,6-dihydropyridine-3-carboxamide